rac-(Z)-3-[tert-butyl-(dimethyl)silyl]oxy-2-diazo-pent-3-enoic acid ethyl ester C(C)OC(C(/C(=C/C)/O[Si](C)(C)C(C)(C)C)=[N+]=[N-])=O